(R)-5-(4-fluorophenyl)-8-hydroxy-2-methyl-3-(2-(methylsulfonyl)ethyl)-7-(trifluoromethyl)-2,3,4,5-tetrahydrobenzo[f][1,2,5]thiadiazepine 1,1-dioxide FC1=CC=C(C=C1)N1C[C@H](N(S(C2=C1C=C(C(=C2)O)C(F)(F)F)(=O)=O)C)CCS(=O)(=O)C